C1(CC1)C(=O)NC1=CC(=C(N=N1)C(=O)NC([2H])([2H])[2H])NC1=C(C(=CC=C1)C1=NNCN1CC#C)OC 6-(Cyclopropanecarboxamido)-4-((2-methoxy-3-(4-(prop-2-yn-1-yl)-1H-1,2,4-triazol-3-yl)phenyl)amino)-N-(methyl-d3)pyridazine-3-carboxamide